6-amino-N-(4-(3-aminoprop-1-yn-1-yl)-3-methoxyphenyl)hexanamide NCCCCCC(=O)NC1=CC(=C(C=C1)C#CCN)OC